C(#N)C=1C=CC(=C2C=CC=NC12)N1C[C@@]2(C[C@@]2(C1)C(F)(F)F)C(=O)NNC(CC1CCN(CC1)C)=O (1S,5R)-3-(8-cyanoquinolin-5-yl)-N'-(2-(1-methylpiperidin-4-yl)acetyl)-5-(trifluoromethyl)-3-azabicyclo[3.1.0]hexane-1-carbohydrazide